ClC1=C2C=NNC2=CC=C1NC1=CC(=NN1C1=CC(=C(OCC(=O)O)C=C1)OC)C(F)(F)F 2-(4-(5-((4-chloro-1H-indazol-5-yl)amino)-3-(trifluoromethyl)-1H-pyrazol-1-yl)-2-methoxyphenoxy)acetic acid